C(C1=CC=CC=C1)N1CCN(CC1)CC1=CC=C(C=C1)Br 1-benzyl-4-[(4-bromophenyl)methyl]piperazine